FC1=C(C=CC=2NC(=NC21)CNC=2C=1N(N=C(C2)N2CCOCC2)C(=CN1)C=1C=NN(C1)C)F N-((4,5-difluoro-1H-benzo[d]imidazol-2-yl)methyl)-3-(1-methyl-1H-pyrazol-4-yl)-6-morpholinoimidazo[1,2-b]pyridazin-8-amine